C(C)(=O)N(C=1SC(=C(N1)C(=O)NC1C(CC1)(C)C)C)C1=CC(=NC(=C1)F)F 2-[acetyl-(2,6-difluoro-4-pyridinyl)amino]-N-(2,2-dimethylcyclobutyl)-5-methyl-thiazole-4-carboxamide